C(C)(C)(C)OC(=O)N1C2C(C(CC1CC2)=CC(=O)O)=O 2-((+-)-8-(tert-butoxycarbonyl)-2-oxo-8-azabicyclo[3.2.1]oct-3-ylidene)acetic acid